C1=CC=C2C(=C1)C(OC2=O)O The molecule is a 2-benzofuran having oxo and hydroxy groups at the 1- and 3-positions respectively. It is a member of 2-benzofurans and a carbon oxoacid.